CON[C@@H](CC1=C(C=C(C=C1Cl)Cl)Cl)C (2R)-N-methoxy-1-(2,4,6-trichlorophenyl)propane-2-amine